N-[3-(6-chloro-1,3-benzoxazol-2-yl)-3-azaspiro[5.5]undecan-9-yl]-1,1-dioxo-thiane-4-carboxamide ClC1=CC2=C(N=C(O2)N2CCC3(CC2)CCC(CC3)NC(=O)C3CCS(CC3)(=O)=O)C=C1